C12COCCC(N1C=1C3=C(N=C(N1)OC[C@]14CCCN4C[C@@H](C1)F)C(=C(N=C3)C3=CC(=CC1=CC=C(C(=C31)C#C)F)O)F)C2 4-(4-(3-oxa-7-azabicyclo[4.1.1]octan-7-yl)-8-fluoro-2-(((2R,7aS)-2-fluorotetrahydro-1H-pyrrolizin-7a(5H)-yl)methoxy)pyrido[4,3-d]pyrimidin-7-yl)-5-ethynyl-6-fluoronaphthalen-2-ol